1-[(4-fluorophenyl)methyl]-2-oxo-N-spiro[3.3]heptan-2-yl-6-(4,4,5,5-tetramethyl-1,3,2-dioxaborolan-2-yl)-1,8-naphthyridine-3-carboxamide FC1=CC=C(C=C1)CN1C(C(=CC2=CC(=CN=C12)B1OC(C(O1)(C)C)(C)C)C(=O)NC1CC2(C1)CCC2)=O